ClC1=C(C=CC=C1)C=1N=C(SC1)NC(C1=NC=C(C=C1)N1[C@H](COCC1)C)=O (S)-N-(4-(2-chlorophenyl)thiazol-2-yl)-5-(3-methylmorpholino)picolinamide